N-(5-(quinolin-2-yl)-1,3,4-thiadiazol-2-yl)-1-ethyl-4-hydroxy-2-quinolone-3-carboxamide N1=C(C=CC2=CC=CC=C12)C1=NN=C(S1)NC(=O)C=1C(N(C2=CC=CC=C2C1O)CC)=O